FC1=CC=C(C=C1)[C@@](C(=O)O)(C)O (R)-2-(4-fluorophenyl)-2-hydroxypropionic acid